5-(4-(cyclopropylmethoxy)benzyl)-7-(1-methylpiperidin-4-yl)-5,7-diazaspiro[2.5]octan-6-one C1(CC1)COC1=CC=C(CN2CC3(CC3)CN(C2=O)C2CCN(CC2)C)C=C1